CC(C(=O)OCN1N=NC(=C1)CC(CC(=O)OCC)O)(C)C [4-(4-ethoxy-2-hydroxy-4-oxo-butyl)triazol-1-yl]methyl 2,2-dimethylpropanoate